7-Amino-6-(3-hydroxy-2,6-dimethylphenyl)-4-{[(3S)-1-methyl-hexahydropyridin-3-yl]oxy}furo[2,3-d]pyrrolo[2,3-b]pyridine-8-carboxamide NC1=C(C=2C(=NC(=C3C2OC=C3)O[C@@H]3CN(CCC3)C)N1C1=C(C(=CC=C1C)O)C)C(=O)N